tert-Butyl 4-(1-(decanoyloxymethyl)-2-oxo-1,2-dihydroquinolin-3-yl)piperidine-1-carboxylate C(CCCCCCCCC)(=O)OCN1C(C(=CC2=CC=CC=C12)C1CCN(CC1)C(=O)OC(C)(C)C)=O